(5aR,5bS,7aS,8S,10aS,10bR)-5a,7a-dimethyl-2-((4-methylpiperazin-1-yl)amino)-5,5a,5b,6,7,7a,8,9,10,10a,10b,11-dodecahydro-4H-cyclopenta[7,8]phenanthro[2,1-d]thiazol-8-ol C[C@@]12CCC=3N=C(SC3C2=CC[C@H]2[C@H]3[C@](CC[C@H]12)([C@H](CC3)O)C)NN3CCN(CC3)C